NC1=CC2=C(C=N1)[C@]1([C@@H](C2)[C@@H]1C(=O)OCC)C (5aS,6S,6aS)-ethyl 3-amino-6a-methyl-5,5a,6,6a-tetrahydrocyclopropa[4,5]-cyclopenta[1,2-c]pyridine-6-carboxylate